FC1=C(C(=CC=C1)F)C1=C(C(=CC2=C1C(=NO2)N2C(N1[C@H](CC2)C([C@@H](C1)NS(=O)(=O)CC)(F)F)=O)COC)F N-{(4aR,6R)-2-[4-(2,6-difluorophenyl)-5-fluoro-6-(methoxymethyl)-1,2-benzoxazol-3-yl]-5,5-difluoro-1-oxooctahydropyrrolo[1,2-c]pyrimidin-6-yl}ethanesulfonamide